1-(3,3-Difluoroazetidin-1-yl)-2-[6-[3-(trifluoromethyl)phenyl]pyrazolo[4,3-b]pyridin-1-yl]ethanone FC1(CN(C1)C(CN1N=CC2=NC=C(C=C21)C2=CC(=CC=C2)C(F)(F)F)=O)F